(5S)-1'-[7-(2-fluorophenyl)-3-(methoxymethyl)-6-methyl-pyrazolo[1,5-a]pyrazin-4-yl]spiro[5,7-dihydro-cyclopenta[b]pyridin-6,4'-piperidin]-5-amine FC1=C(C=CC=C1)C1=C(N=C(C=2N1N=CC2COC)N2CCC1(CC2)[C@@H](C=2C(=NC=CC2)C1)N)C